C(C)(C)(C)OC(=O)N(CC[C@@]1(C=C[C@H](C1)N1C(=CC=C1C)C)C(=O)OC)C(=O)OC(C)(C)C Methyl (1R,4S)-1-(2-(bis(tert-butoxycarbonyl)amino)ethyl)-4-(2,5-dimethyl-1H-pyrrol-1-yl)cyclopent-2-ene-1-carboxylate